N(=[N+]=[N-])[C@H](CO)CC1=CC=CC=C1 (S)-2-azido-3-phenyl-1-propanol